FC=1C=C2OCCCCC3=CN=C(N=C3C(C2=CC1)=O)S(=O)(=O)C 16-fluoro-5-methylsulfonyl-13-oxa-4,6-diazatricyclo[12.4.0.03,8]octadeca-1(18),3,5,7,14,16-hexaen-2-one